[SiH3]S[SiH3] bissilyl sulfide